C(C)OC(=O)C1=C(C=2N(N=C1)C=C(N2)Br)O 2-bromo-8-hydroxyimidazo[1,2-b]Pyridazine-7-carboxylic acid ethyl ester